N-(5-(2-(1,1-dioxidothiomorpholino)acetamido)-2-methylpyridin-3-yl)-2-(1-methyl-1H-pyrazol-4-yl)pyrazolo[5,1-b]thiazole-7-carboxamide O=S1(CCN(CC1)CC(=O)NC=1C=C(C(=NC1)C)NC(=O)C=1C=NN2C1SC(=C2)C=2C=NN(C2)C)=O